5'-bromospiro[cyclohexane-1,3'-indolin]-2'-one BrC=1C=C2C3(C(NC2=CC1)=O)CCCCC3